N-(9-Cyclopropyl-1-oxononyl)-N-hydroxy-β-alanine C1(CC1)CCCCCCCCC(=O)N(CCC(=O)O)O